tert-butyl 4-[4-[4-[(2,6-dioxo-3-piperidyl)amino]-2-fluoro-phenyl]-1-piperidyl]-3-fluoro-cyclohexanecarboxylate O=C1NC(CCC1NC1=CC(=C(C=C1)C1CCN(CC1)C1C(CC(CC1)C(=O)OC(C)(C)C)F)F)=O